N[13C@@H]([13CH3])[13C](=O)O Alanine-13C3